C(CC)[SiH2]OCCCOCCC1=CC=CC2=CC=CC=C12 propyl-(naphthyl)ethoxypropoxysilane